NC1=NC=CC=C1C1=NC=2C(=NC(=CC2)B2OC(C(O2)(C)C)(C)C)N1C=1C=C2CC[C@@H](C2=CC1)NC(C)=O (S)-N-(5-(2-(2-aminopyridin-3-yl)-5-(4,4,5,5-tetramethyl-1,3,2-dioxaborolan-2-yl)-3H-imidazo[4,5-b]pyridin-3-yl)-2,3-dihydro-1H-inden-1-yl)acetamide